aminopterin diglutamate N[C@@H](CCC(=O)O)C(=O)O.N[C@@H](CCC(=O)O)C(=O)O.NNC1=NC2=NC=CN=C2C(N1)=O